7-chloro-1-((E)-3-((2R,3S)-3-hydroxypiperidin-2-yl)allyl)-1H-indole-3-carboxylic acid methyl ester COC(=O)C1=CN(C2=C(C=CC=C12)Cl)C\C=C\[C@H]1NCCC[C@@H]1O